tert-butyl (Z)-4-bromo-3-fluorobut-2-enylcarbamate BrC/C(=C/CNC(OC(C)(C)C)=O)/F